1'-(6-amino-5-((2-amino-3-chloropyridin-4-yl)thio)pyrazin-2-yl)-6-methoxy-3,4-dihydro-1H-spiro[naphthalene-2,4'-piperidin]-1-amine NC1=C(N=CC(=N1)N1CCC2(CC1)C(C1=CC=C(C=C1CC2)OC)N)SC2=C(C(=NC=C2)N)Cl